FC1=CC=C2C=C(NC(C2=C1)=O)C1CC(C1)N1CCNCC1 7-fluoro-3-(3-(piperazin-1-yl)cyclobutyl)isoquinolin-1(2H)-one